bis(3,5-di-tert-butyl-4-hydroxyphenylpropionyl)trimethylenediamide C(C)(C)(C)C=1C=C(C=C(C1O)C(C)(C)C)CCC(=O)[N-]CCC[N-]C(CCC1=CC(=C(C(=C1)C(C)(C)C)O)C(C)(C)C)=O